tert-butyl 6-cyano-(3S,5R)-dihydroxy-hexanoate C(#N)CCCCC(C(=O)OC(C)(C)C)(O)O